(R)-N-(4-methoxy-2-(4-methylpiperazin-1-yl)-5-((6-(3-(3-phenoxyphenyl)isoxazolidin-2-yl)pyrimidin-4-yl)amino)phenyl)acrylamide COC1=CC(=C(C=C1NC1=NC=NC(=C1)N1OCC[C@@H]1C1=CC(=CC=C1)OC1=CC=CC=C1)NC(C=C)=O)N1CCN(CC1)C